C(CCC(=O)[O-])(=O)OC(C)CCl chloromethylethyl succinate